C(C)(C)(C)OC(=O)C1OC1C=1C=NC(=CC1)OCCOCCOCC 3-{6-[2-(2-ethoxyethoxy)ethoxy]pyridin-3-yl}oxirane-2-carboxylic acid tert-butyl ester